(3R)-3-(1-(tert-butoxy)-1-oxo-3-(4-vinylpyridin-2-yl)propan-2-yl)pyrrolidine-1-carboxylic acid tert-butyl ester C(C)(C)(C)OC(=O)N1C[C@H](CC1)C(C(=O)OC(C)(C)C)CC1=NC=CC(=C1)C=C